acetyl-5-hydroxytryptamine C(C)(=O)NCCC1=CNC2=CC=C(C=C12)O